C(C)(C)(C)C1=CC=C(C=C1)S(=O)(=O)NC1C=C(C(C2=CC=CC=C12)=O)SCC(=O)O 2-{[4-(4-tert-butylbenzenesulfonamido)-1-oxo-1,4-dihydronaphthalen-2-yl]sulfanyl}acetic acid